P(=S)(OC1=CC=CC=C1)([O-])[O-] Phenyl thiophosphate